ClC=1C=C2C=C(N=CC2=C(N1)Cl)NC(=O)[C@H]1[C@@H](C1)C=1C=NN(C1)S(=O)(=O)CC |r| (±)-trans-N-(6,8-dichloro-2,7-naphthyridin-3-yl)-2-(1-ethylsulfonylpyrazole-4-Yl)cyclopropanecarboxamide